5-(2-pyridinyl)thio-3-(1-(tert-butyl)-1,2,3,6-tetrahydropyridin-4-yl)-1H-indole decanoate C(CCCCCCCCC)(=O)O.N1=C(C=CC=C1)SC=1C=C2C(=CNC2=CC1)C=1CCN(CC1)C(C)(C)C